C1(=CC=CC=C1)N1N=N[NH+]=C1 4-phenyltetrazolium